COC1=C(C=CC(=C1)OC)CNC1=NC=CC2=C1C(=NN2C2CC(CCC2)C(=O)O)C2=CC=C(C=C2)C(NC2=NC=CC(=C2)C(F)(F)F)=O 3-[4-[(2,4-Dimethoxyphenyl)methylamino]-3-[4-[[4-(trifluoromethyl)-2-pyridyl]carbamoyl]phenyl]pyrazolo[4,3-c]pyridin-1-yl]cyclohexanecarboxylic acid